N-[2-(5-chloro-1,3-benzoxazol-2-yl)-2-azaspiro[4.4]nonan-8-yl]-5-(trifluoromethyl)furan-2-carboxamide ClC=1C=CC2=C(N=C(O2)N2CC3(CC2)CCC(C3)NC(=O)C=3OC(=CC3)C(F)(F)F)C1